3-bis(2-hydroxyethyl)amino-2-hydroxypropanesulfonic acid OCCN(CC(CS(=O)(=O)O)O)CCO